6-[(2-Bromophenoxy)methyl]-1-cyclopentyl-1H-pyrazolo[3,4-d]pyrimidin-4(5H)-one BrC1=C(OCC=2NC(C3=C(N2)N(N=C3)C3CCCC3)=O)C=CC=C1